FC1=C(C(=CC=C1)C)N1CCC(CC1)N1C(N(C=2C(C1)=CNN2)CC2=NC=CC=C2C(F)(F)F)=O 5-[1-(2-fluoro-6-methyl-phenyl)-piperidin-4-yl]-7-(3-trifluoromethyl-pyridin-2-ylmethyl)-2,4,5,7-tetrahydro-pyrazolo[3,4-d]pyrimidin-6-one